C1(CCCC1)N(C(=O)OCC1=C(N=NN1C)C1=CC=C(C=N1)OCC12CC(C1)(C2)C(=O)OC)C Methyl 3-(((6-(5-(((cyclopentyl(methyl)carbamoyl)oxy)methyl)-1-methyl-1H-1,2,3-triazol-4-yl)pyridin-3-yl)oxy)methyl)bicyclo[1.1.1]pentane-1-carboxylate